BrC=1C=C(C(=O)NCCCNC(OC(C)(C)C)=O)C=CC1 tert-butyl (3-(3-bromobenzamido)propyl)carbamate